C(C)N(C(=O)C1=C(C=CC(=C1)F)N1C(=C(C=2C1=CN=CC2)C(=O)C2CCN(CC2)C(=O)OC(C)(C)C)C)C(C)C tert-Butyl 4-(1-(2-(ethyl(isopropyl)carbamoyl)-4-fluorophenyl)-2-methyl-1H-pyrrolo[2,3-c]pyridine-3-carbonyl)piperidine-1-carboxylate